4-[(3-dibutylaminopropyl)methoxymethylsilyl]styrene C(CCC)N(CCC[SiH](C1=CC=C(C=C)C=C1)COC)CCCC